C(C)C(CC)N1N=CC=2N=C(N=C(C21)N[C@H](CC)C=2C=NC1=CC=CC=C1C2)N2CCN(CC2)C(C)=O 1-{4-[1-(1-ethyl-propyl)-7-((R)-1-quinolin-3-yl-propylamino)-1H-pyrazolo[4,3-d]pyrimidin-5-yl]-piperazin-1-yl}-ethanone